BrC=1C=C(C=C2N=CC=NC12)NC 8-bromo-N-methylquinoxalin-6-amine